5-chloro-2-hydroxy-3-((1-(4-(isobutyryloxy)-phenyl)-4-methoxy-3-oxobutan-2-ylimino)-methyl)phenyl 4-meth-ylbenzoate CC1=CC=C(C(=O)OC2=C(C(=CC(=C2)Cl)C=NC(CC2=CC=C(C=C2)OC(C(C)C)=O)C(COC)=O)O)C=C1